[Cl-].CN1C=[N+](C=C1)CC(CCCCCCCCCCCCCCCCCC)CCCCCCCCCCCCCCCCC 1-methyl-3-(2-heptadecyleicosyl)-1H-imidazol-3-ium chloride